FC1=C(C=C(C(=C1)C)[S@](=O)CC(F)(F)F)N1N=C(N=C1N)C(F)(F)F 1-{2-fluoro-4-methyl-5-[(R)-(2,2,2-trifluoroethyl)sulphinyl]phenyl}-3-(trifluoromethyl)-1H-1,2,4-triazol-5-amine